C1(=CC=CC=C1)C=1NC(=NN1)SCC(=O)C1=C(C=C(C(=C1)C)C)C 2-((5-phenyl-4H-1,2,4-triazol-3-yl)thio)-1-(2,4,5-trimethylphenyl)ethan-1-one